COC1=CC2=C(N=C(S2)C2N(C(N(C2)C)=O)C)C=C1 4-(6-methoxybenzothiazol-2-yl)-1,3-dimethylimidazolin-2-one